OC[C@H]1O[C@@]2(CCCO2)[C@@H]([C@H]([C@H]1O)O)O (5s,7r,8r,9s,10r)-7-(hydroxymethyl)-1,6-dioxaspiro[4.5]decan-8,9,10-triol